N-[(6-Amino-2-pyridyl)sulfonyl]-6-tert-butyl-2-(m-tolyl)pyridin-3-carboxamid NC1=CC=CC(=N1)S(=O)(=O)NC(=O)C=1C(=NC(=CC1)C(C)(C)C)C=1C=C(C=CC1)C